(2-cyclopropyl-5-methylthiophene-3-yl)-1-[(1-methyl-1H-pyrazol-4-yl)[(3R)-1-methylpiperidin-3-yl]sulfamoyl]urea C1(CC1)C=1SC(=CC1N(C(=O)N)S(N([C@H]1CN(CCC1)C)C=1C=NN(C1)C)(=O)=O)C